5-bromo-2,3-dihydro-1H-pyrrolo(2,3-b)pyridine BrC=1C=C2C(=NC1)NCC2